tert-butyl ((4,5-difluoro-6-(thiazol-4-ylmethoxy)-1H-indol-2-yl)methyl)carbamate FC1=C2C=C(NC2=CC(=C1F)OCC=1N=CSC1)CNC(OC(C)(C)C)=O